C(C1=CC=CC=C1)NC=1C=C(C(=O)OC)C=CC1[N+](=O)[O-] methyl 3-(benzylamino)-4-nitrobenzoate